C(C)(C)(C)OC(=O)N1CCC=2C=CC(=NC2C1)N1C(C2=C(CC1)C(=NN2C2=CC(=CC=C2)Cl)C(=O)O)=O 6-(7-tert-butoxycarbonyl-6,8-dihydro-5H-1,7-naphthyridin-2-yl)-1-(3-chlorophenyl)-7-oxo-4,5-dihydropyrazolo[3,4-c]pyridine-3-carboxylic acid